tert-Butyl 2-(3-acetyl-5-bromo-1H-pyrazolo[3,4-c]pyridin-1-yl)acetate C(C)(=O)C1=NN(C2=CN=C(C=C21)Br)CC(=O)OC(C)(C)C